N-(3-((Dimethylamino)methyl)-4-hydroxy-4-(3-methoxyphenyl)cyclohexyl)benzenesulfonamide hydrochloride Cl.CN(C)CC1CC(CCC1(C1=CC(=CC=C1)OC)O)NS(=O)(=O)C1=CC=CC=C1